COC(=O)[C@H]1N(CC(C1)(F)F)C(C1=C(C=C(C(=C1)OC)OCC1=CC=CC=C1)[N+](=O)[O-])=O (S)-1-(4-(benzyloxy)-5-methoxy-2-nitrobenzoyl)-4,4-difluoropyrrolidine-2-carboxylic acid methyl ester